4-(4-fluoro-2-methoxyphenyl)pyrimidine-2-amine FC1=CC(=C(C=C1)C1=NC(=NC=C1)N)OC